(7-chloro-1H-benzo[d]imidazol-2-yl)(2,7-dimethyl-7,8-dihydropyrido[4,3-d]pyrimidin-6(5H)-yl)methanone ClC1=CC=CC2=C1NC(=N2)C(=O)N2CC1=C(N=C(N=C1)C)CC2C